ClC1=C(C(=O)NC2(CC2)C#N)C=C(C=C1)C=1C=NN(C1)C=1N(C(=CC1[N+](=O)[O-])C(C(F)(F)F)(C(F)(F)F)F)C 2-chloro-N-(1-cyanocyclopropyl)-5-[1-[1-methyl-3-nitro-5-[1,2,2,2-tetrafluoro-1-(trifluoromethyl)ethyl]pyrrol-2-yl]pyrazol-4-yl]benzamide